C(C)N1CC(CC1)OC=1C=C2C(=NC=NC2=CC1OC)C1=CC=C(C=C1)NC(CC1=CC=C(C=C1)C(F)(F)F)=O N-(4-(6-((1-ethylpyrrolidin-3-yl)oxy)-7-methoxyquinazolin-4-yl)phenyl)-2-(4-(trifluoromethyl)phenyl)Acetamide